(3-(methoxycarbonyl)-1-(tetrahydro-2H-pyran-2-yl)-1H-pyrazol-5-yl)boronic acid COC(=O)C1=NN(C(=C1)B(O)O)C1OCCCC1